(2S,4R)-1-[(2S)-2-(4-cyclopropyltriazol-1-yl)-3,3-dimethyl-butanoyl]-4-hydroxy-N-[1-(2-pyrazol-1-ylphenyl)ethyl]pyrrolidine-2-carboxamide C1(CC1)C=1N=NN(C1)[C@H](C(=O)N1[C@@H](C[C@H](C1)O)C(=O)NC(C)C1=C(C=CC=C1)N1N=CC=C1)C(C)(C)C